2-Propanyl 4-[(3R,5aR,6S,7R,8aS)-6-({[dimethyl(2-methyl-2-propanyl)silyl]oxy}methyl)-7-hydroxyoctahydro-2H-cyclopenta[b]oxepin-3-yl]butanoate C[Si](OC[C@H]1[C@@H](C[C@@H]2OC[C@@H](CC[C@@H]21)CCCC(=O)OC(C)C)O)(C(C)(C)C)C